FC(C=1C=C(C=C(C1)C(F)(F)F)N(C(=O)N([C@@H]1CN(C[C@H]1C1=CC=C(C=C1)F)C(=O)[C@H]1CC[C@H](CC1)NC(OC)=O)C)C)(F)F methyl (cis-4-{[(3S,4R)-3-[{[3,5-bis(trifluoromethyl)phenyl](methyl)carbamoyl}(methyl)amino]-4-(4-fluorophenyl)pyrrolidin-1-yl]carbonyl}cyclohexyl)carbamate